1-(4-bromo-2-fluorophenyl)tetrahydropyrimidin-2(1H)-one BrC1=CC(=C(C=C1)N1C(NCCC1)=O)F